C(CCCCCC\C=C/C\C=C/CC=C)C=1C=C(C=CC1)O 3-[(8Z,11Z)-pentadeca-8,11,14-trienyl]phenol